N-(1-{[4-chloro-3-oxo-1-(2-oxopiperidin-3-yl)butan-2-yl]amino}-4-methyl-1-oxopentan-2-yl)-4-methoxy-1H-indole-2-carboxamide ClCC(C(CC1C(NCCC1)=O)NC(C(CC(C)C)NC(=O)C=1NC2=CC=CC(=C2C1)OC)=O)=O